N1C(=NC2=C1C=CC=C2)C2=CC(=NN2)NC(C2=CC(=C(C=C2)NCCO)Cl)=O N-[5-(1H-benzimidazol-2-yl)-1H-pyrazol-3-yl]-3-chloro-4-(2-hydroxy-ethylamino)benzamide